ClC1=CC=C(S1)CN(C1=CC(=C(C=C1)NC(=O)C1CCCC1)C)C Cyclopentanecarboxylic acid {4-[(5-chloro-thiophen-2-ylmethyl)-(methyl)amino]-2-methyl-phenyl}-amide